BrC1=C(C=NC=C1)O 4-bromopyridin-3-ol